Cl.N[C@@H](C(=O)NC=1SC=CN1)C1=CC(=CC=C1)F |r| (2RS)-2-amino-2-(3-fluorophenyl)-N-thiazol-2-yl-acetamide hydrochloride